(R)-6'-(2-acryloylphenyl)-2'-(3-fluoro-4-(trifluoromethyl)benzyl)-1'-oxo-1',4'-dihydro-2'H-spiro[cyclopentane-1,3'-isoquinoline]-4'-carboxylic acid C(C=C)(=O)C1=C(C=CC=C1)C=1C=C2[C@H](C3(N(C(C2=CC1)=O)CC1=CC(=C(C=C1)C(F)(F)F)F)CCCC3)C(=O)O